COC(=O)C=1C=C2C=C(C(=NC2=CC1)NCC1=CC=C(C=C1)OC)CO 3-(Hydroxymethyl)-2-((4-methoxybenzyl)amino)quinoline-6-carboxylic acid methyl ester